5-ethyl-1,3-thiazol-4(5H)-one C(C)C1C(N=CS1)=O